COC1=C(C=CC=C1)C1=NN=C(O1)C1=CC2=C(N(C(O2)=O)C)C=C1 6-[5-(2-methoxyphenyl)-1,3,4-oxadiazol-2-yl]-3-methyl-2,3-dihydro-1,3-benzoxazol-2-one